5-chloro-4-(difluoromethyl)-2-((4-fluoro-2-methylphenyl)-amino)benzoic acid ClC=1C(=CC(=C(C(=O)O)C1)NC1=C(C=C(C=C1)F)C)C(F)F